[Br-].[Br-].C1(=CC(=CC=C1)C[N+]1=CC(=C(C=C1)\C=C\C1=CC=C(C=C1)N(CC)CC)C)C[N+]1=CC(=C(C=C1)\C=C\C1=CC=C(C=C1)N(CC)CC)C 1,1'-[1,3-phenylenedi(methylene)]bis{4-[(E)-4-(diethylamino)styryl]-3-methylpyridin-1-ium} dibromide